C(C)(C)NC1=CC(=NC=C1C=1SC(=NN1)N1CCN(CC1)C1CCNCC1)C1=CC=C2N1N=CC(=C2)C#N 7-[4-(isopropylamino)-5-{5-[4-(piperidin-4-yl)piperazin-1-yl]-1,3,4-thiadiazol-2-yl}pyridin-2-yl]pyrrolo[1,2-b]pyridazine-3-carbonitrile